perfluoro-4-ethylcyclohexanesulfonate FC1(C(C(C(C(C1(F)F)(F)F)(C(C(F)(F)F)(F)F)F)(F)F)(F)F)S(=O)(=O)[O-]